tert-butyl 4-(4-(8-((2-(2,6-dioxopiperidin-3-yl)-1,3-dioxoisoindolin-4-yl)oxy)octyl)piperazin-1-yl)piperidine-1-carboxylate O=C1NC(CCC1N1C(C2=CC=CC(=C2C1=O)OCCCCCCCCN1CCN(CC1)C1CCN(CC1)C(=O)OC(C)(C)C)=O)=O